C(C1=CC=CC=C1)NC(=O)C1=CC2=C(N=C(S2)C=2C=NC(=CC2)C)C=C1 N-benzyl-2-(6-methyl-pyridin-3-yl)benzo[d]-thiazole-6-carboxamide